tert-butyl (R)-(tert-butoxycarbonyl)(9-(2-(3-((tert-butoxycarbonyl)amino)-3-(cyclopropylcarbamoyl)pyrrolidin-1-yl)-4-chloro-6-((dimethylamino)methyl)benzyl)-9H-purin-6-yl)carbamate C(C)(C)(C)OC(=O)N(C(OC(C)(C)C)=O)C1=C2N=CN(C2=NC=N1)CC1=C(C=C(C=C1CN(C)C)Cl)N1C[C@](CC1)(C(NC1CC1)=O)NC(=O)OC(C)(C)C